S1C2=C(C=C1)C=CC=C2SCC2=C(C(=O)O)C=CC(=C2)F 2-((benzo[b]thiophen-7-ylthio)methyl)-4-fluorobenzoic acid